C(C)(C)(C)N[C@H]1CN(CC1)C=1N=NC(=CN1)C1=C(C=C2C=CN(C(C2=C1)=O)C)OCOC 7-{3-[(3R)-3-(tert-butylamino)pyrrolidin-1-yl]-1,2,4-triazin-6-yl}-6-(methoxymethoxy)-2-methylisoquinolin-1-one